3-((5-(dimethylamino)pentanoyl)oxy)-2,2-bis(((9Z)-tetradec-9-enoyloxy)methyl)propyl (9Z,12Z)-octadec-9,12-dienoate C(CCCCCCC\C=C/C\C=C/CCCCC)(=O)OCC(COC(CCCCN(C)C)=O)(COC(CCCCCCC\C=C/CCCC)=O)COC(CCCCCCC\C=C/CCCC)=O